S(=O)(=O)(OC=C)F Vinyl Fluorosulfate